methyl (R)-5-(7-chloro-3-cyclohexyl-5-(2-methoxyphenyl)-2-methyl-1,1-dioxido-2,3,4,5-tetrahydrobenzo[f][1,2,5]thiadiazepin-8-yl)-2-fluorobenzoate ClC=1C(=CC2=C(N(C[C@H](N(S2(=O)=O)C)C2CCCCC2)C2=C(C=CC=C2)OC)C1)C=1C=CC(=C(C(=O)OC)C1)F